2-hexyldecanoyloxyphenylacetic Acid C(CCCCC)C(C(=O)OC(C(=O)O)C1=CC=CC=C1)CCCCCCCC